5-chloro-1'-(2-{[8-(3-hydroxycyclobutyl)-7-oxo-5,6,7,8-tetrahydro-1,8-naphthyridin-3-yl]oxy}ethyl)-1-(2H3)methyl-1,2-dihydrospiro[indole-3,4'-piperidin]-2-one ClC=1C=C2C(=CC1)N(C(C21CCN(CC1)CCOC=1C=NC=2N(C(CCC2C1)=O)C1CC(C1)O)=O)C([2H])([2H])[2H]